(2S)-2-(propylamino)-1-(3-pyridyl)propan-1-ol C(CC)N[C@H](C(O)C=1C=NC=CC1)C